FC=1C=C(C=C(C1[C@H]1N([C@@H](CC2=C1NC1=CC=CC=C21)C)[C@H]2COCC2)F)/C=C/C(=O)O (E)-3-(3,5-difluoro-4-((1R,3R)-3-methyl-2-((R)-tetrahydrofuran-3-yl)-2,3,4,9-tetrahydro-1H-pyrido[3,4-b]Indol-1-yl)phenyl)acrylic acid